4-(1-Cyclobutylethyl)-4-phenyl-1,3-benzoxazin-2(4H)-one C1(CCC1)C(C)C1(NC(OC2=C1C=CC=C2)=O)C2=CC=CC=C2